C(C)(C)(C)C1=CC=C(C=C1)C1=CC=C(C=C1)B(O)O 4-(4-t-butylphenyl)phenylboronic acid